1-((S)-(3-fluorophenyl)-(hydroxy)methyl)-4-methyl-7-azabicyclo[2.2.1]heptane-7-carboxylate FC=1C=C(C=CC1)[C@@H](C12CCC(CC1)(N2C(=O)[O-])C)O